C(N)(OC1CN(CCC1)C(C1=CC(=C(C(=C1)[N+](=O)[O-])NC)OC)=O)=O (1-(3-methoxy-4-(methylamino)-5-nitrobenzoyl) piperidin-3-yl) carbamate